ClC1=NC=CC=C1C(C#CC(=O)OCC)O ethyl 4-(2-chloropyridin-3-yl)-4-hydroxybut-2-ynoate